C(C=C)N1C(C2=NC(=CC=C2C1=O)NC1=NC=C(C(=N1)N[C@H](CO)C1=CC=CC=C1)C1=NC=NO1)(C)C (S)-6-allyl-2-((4-((2-hydroxy-1-phenylethyl)amino)-5-(1,2,4-oxadiazol-5-yl)pyrimidin-2-yl)amino)-7,7-dimethyl-6,7-dihydro-5H-pyrrolo[3,4-b]pyridin-5-one